2-(2-amino-6-(2-methyl-1H-pyrrol-1-yl)-9H-purin-9-yl)-N-(1-ethyl-3-methyl-1H-pyrazol-5-yl)acetamide Trimethoxysilylmethylacrylat CO[Si](OC)(OC)COC(C=C)=O.NC1=NC(=C2N=CN(C2=N1)CC(=O)NC1=CC(=NN1CC)C)N1C(=CC=C1)C